C1(=CC=CC=C1)P(C(C(=C)B1OC(C(O1)(C)C)(C)C)C1=CSC=C1)(C1=CC=CC=C1)=O diphenyl(2-(4,4,5,5-tetramethyl-1,3,2-dioxaborolan-2-yl)-1-(thiophen-3-yl)allyl)phosphine oxide